[2-(methacryloyloxy)-ethyl]Phosphonic acid C(C(=C)C)(=O)OCCP(O)(O)=O